BrC1=CC=C(C=C1)C(C)(C)C=1N=C(SC1)NC(C1=CC=C(C(=O)N)C=C1)=O N-(4-(2-(4-bromophenyl)propan-2-yl)thiazol-2-yl)terephthalamide